N-dimethylaminopropyl-acrylamide chloromethane salt ClC.CN(C)CCCNC(C=C)=O